N1-(4-methoxy-2-(4-methylpiperidin-1-yl)phenyl)-N4,N4-dimethylbenzene-1,4-disulfonamide COC1=CC(=C(C=C1)NS(=O)(=O)C1=CC=C(C=C1)S(=O)(=O)N(C)C)N1CCC(CC1)C